8-bromooctanoic acid-1-Octylnonyl ester C(CCCCCCC)C(CCCCCCCC)OC(CCCCCCCBr)=O